N1=C(C=CC=C1)NC(=S)N/N=C(\C)/C=1SC=CC1 (E)-N-(pyridin-2-yl)-2-(1-(thiophen-2-yl)ethylidene)hydrazine-1-carbothioamide